ClC=1C=CC(=C(C1)C1=C(N=CN1)C=1C=C2C=C(C=NC2=CC1)C=1C=NN(C1)CCNC)F 2-[4-[6-[5-(5-chloro-2-fluoro-phenyl)-1H-imidazol-4-yl]-3-quinolyl]pyrazol-1-yl]-N-methyl-ethanamine